C(CCCCCCCC(C)C)OC(=O)C1C(CCCC1)C(=O)OCCCCCCCCC(C)C cyclohexane-1,2-dicarboxylic acid diisoundecyl ester